OCC1(CN(C1)CC1=CC=C(C=C1)C1=CC=C(C=C1)C1=C(C=C2C(=N1)N=C(N2)OC=2C=CC(=C(C(=O)O)C2)C)Cl)CO 5-((5-(4'-((3,3-bis(hydroxymethyl)azetidin-1-yl)methyl)-[1,1'-biphenyl]-4-yl)-6-chloro-1H-imidazo[4,5-b]pyridin-2-yl)oxy)-2-methylbenzoic acid